OC1=CC=C(C=C1)C(\C=C\C1=CC(=C(C=C1)OC)COCC(F)(F)F)=O (E)-1-(4-Hydroxyphenyl)-3-[4-methoxy-3-(2,2,2-trifluoroethoxymethyl)phenyl]prop-2-en-1-one